NC1COC2=C1C=CC=C2 3-amino-2,3-dihydrobenzofuran